(2R,5S)-2-tert-butyl-3,5-dimethyl-imidazolidin-4-one trifluoroacetate FC(C(=O)O)(F)F.C(C)(C)(C)[C@@H]1N[C@H](C(N1C)=O)C